4-Cyano-N-[4-(3-cyanophenyl)-5-(2,6-dimethyl-4-pyridyl)thiazol-2-yl]-4-fluoro-piperidin-1-carboxamid C(#N)C1(CCN(CC1)C(=O)NC=1SC(=C(N1)C1=CC(=CC=C1)C#N)C1=CC(=NC(=C1)C)C)F